methyl 4-(cyclopent-1-en-1-yl)-7-methoxy-1H-indazole-6-carboxylate C1(=CCCC1)C1=C2C=NNC2=C(C(=C1)C(=O)OC)OC